P(OC(CC(C)C)C)(OC(CC(C)C)C)=O bis(1,3-dimethylbutyl) phosphonate